5,5-difluoro-1-(3-fluoro-4-methoxyphenyl)-3-(trifluoromethyl)-4,5,6,7-tetrahydro-1H-indol-4-ol FC1(C(C=2C(=CN(C2CC1)C1=CC(=C(C=C1)OC)F)C(F)(F)F)O)F